N-(5-(4-(trifluoromethyl)phenethoxy)-1H-indol-3-yl)-3-oxabicyclo[3.1.0]hex-ane-6-carboxamide FC(C1=CC=C(CCOC=2C=C3C(=CNC3=CC2)NC(=O)C2C3COCC23)C=C1)(F)F